NC=1N(C2=C3C(C=C(NC(C13)=O)C)=NC(=N2)C)C2=C(C(=CC=C2C)O)C 1-amino-2-(3-hydroxy-2,6-dimethylphenyl)-4,7-dimethyl-2,8-dihydro-9H-2,3,5,8-Tetraazabenzo[cd]azulen-9-one